FC=1C=CC(=C(C(=O)NC2=C(C=C(C(=C2)C=2C=NC(=NC2)N2CCOCC2)F)N2C[C@H](N([C@H](C2)C)C)C)C1)C(F)(F)F |r| 5-fluoro-N-[4-fluoro-5-(2-morpholin-4-ylpyrimidin-5-yl)-2-[rac-(3R,5S)-3,4,5-trimethylpiperazin-1-yl]phenyl]-2-(trifluoromethyl)benzamide